ethyl 5-(2-amino-4-(trifluoromethyl) phenyl)-2-(4-methoxybenzyl)-1-methyl-1H-imidazole-4-carboxylate NC1=C(C=CC(=C1)C(F)(F)F)C1=C(N=C(N1C)CC1=CC=C(C=C1)OC)C(=O)OCC